bis-t-butylperoxycarbonate C(C)(C)(C)OC(=O)OOC(C)(C)C